pregna-1,4-diene CC[C@H]1CC[C@H]2[C@@H]3CCC4=CCC=C[C@]4(C)[C@H]3CC[C@]12C